Sodium Borate bisoxalate C(C(=O)O)(=O)[O-].C(C(=O)O)(=O)O.B(O)(O)O.[Na+]